C(#N)C1=CC=C2C(=CC=NC2=C1)COC1=CC=CC(=N1)C1CCN(CC1)CC1=NC2=C(N1C[C@H]1OCC1)C=C(C=C2)C(=O)O (S)-2-((4-(6-((7-cyanoquinoline-4-yl)methoxy)pyridin-2-yl)piperidin-1-yl)methyl)-1-((oxetan-2-yl)methyl)-1H-benzo[d]imidazole-6-Carboxylic acid